C(C)(C)N1C(=NN=C1)C1=CC=CC(=N1)N1C(N(CC1)C)=O 1-(6-(4-isopropyl-4H-1,2,4-triazol-3-yl)pyridin-2-yl)-3-methylimidazolidin-2-one